C(C)(C)(C)OC(=O)N1CCN(CC1)C1=NC=C(C=N1)OC1=NC(=CC(=C1)C(=O)OC)Cl.BrC1=CC(=NC(=C1)C(=O)OCC)C(=O)OCC diethyl 4-bromopyridine-2,6-dicarboxylate tert-Butyl-4-(5-((6-chloro-4-(methoxycarbonyl)pyridin-2-yl)oxy)pyrimidin-2-yl)piperazine-1-carboxylate